CC(CCC)OC=1C=C(C=O)C=CC1OC(CCC)C 3,4-bis(1-methylbutoxy)benzaldehyde